ClC=1C2=C(N=C(N1)C)N(C=C2C(=O)N)C2=C(C(=CC=C2C)OC)C 4-Chloro-7-(3-methoxy-2,6-dimethylphenyl)-2-methyl-7H-pyrrolo[2,3-d]pyrimidine-5-carboxamide